ClC=1C=C(C=CC1Cl)NC(=O)[C@H]1[C@H]2C[C@@H]([C@@H]([C@@H]1C1=CC(=NC=C1)F)O2)O |r| Racemic-(1r,2r,3s,4r,5s)-N-(3,4-dichlorophenyl)-3-(2-fluoropyridin-4-yl)-5-hydroxy-7-oxabicyclo[2.2.1]heptane-2-carboxamide